N1(CCCC2=NC=CC=C12)C(=O)N 3,4-dihydro-1,5-naphthyridine-1(2H)-carboxamide